C(C)N1C[C@H]2C[C@H]2[C@@H](C1)OC=1C=C2CN(C(C2=CC1)=O)C1C(NC(CC1)=O)=O 3-(5-(((1S,5S,6R)-3-ethyl-3-azabicyclo[4.1.0]heptan-5-yl)oxy)-1-oxoisoindolin-2-yl)piperidine-2,6-dione